3-[(E)-3-(2-ethoxyphenyl)-3-oxoprop-1-enyl]-1H-quinolin-2-one C(C)OC1=C(C=CC=C1)C(/C=C/C=1C(NC2=CC=CC=C2C1)=O)=O